FC(C1=CC=C(C=C1)C=1C=NC(=C2C=CC=NC12)NCC1NS(CC1)(=O)=O)(F)F 3-(((8-(4-(trifluoromethyl)phenyl)-1,6-naphthyridin-5-yl)amino)methyl)isothiazolidine 1,1-dioxide